N-[2-amino-4-(4,4-difluoropiperidin-1-yl)-5-fluoro-1,3-benzothiazol-6-yl]-2-{6-azaspiro[2.5]oct-6-yl}-4-bromonaphthalene-1-carboxamide NC=1SC2=C(N1)C(=C(C(=C2)NC(=O)C2=C(C=C(C1=CC=CC=C21)Br)N2CCC1(CC1)CC2)F)N2CCC(CC2)(F)F